Z-2-(1-benzyl-pyrrolidin-3-ylidene)acetic acid methyl ester COC(\C=C\1/CN(CC1)CC1=CC=CC=C1)=O